C(C1=CC=CC=C1)OC=1C=C(C(=O)O[C@H]2[C@H](OC3=CC(=CC(=C3C2)OCC2=CC=CC=C2)OCC2=CC=CC=C2)C2=CC(=C(C(=C2)OCC2=CC=CC=C2)O)OCC2=CC=CC=C2)C=C(C1O)OCC1=CC=CC=C1 (2R,3R)-5,7-bis(benzyloxy)-2-(3,5-bis(benzyloxy)-4-hydroxyphenyl)chroman-3-yl 3,5-bis(benzyloxy)-4-hydroxybenzoate